1-(2-methyl-1-naphthalenyl)-1H-Pyrrole-3-carbonitrile CC1=C(C2=CC=CC=C2C=C1)N1C=C(C=C1)C#N